ClC=1C=C(C=CC1C)NC(=O)NCCCCCCSC1=C2CN(C(C2=CC=C1)=O)C1C(NC(CC1)=O)=O 1-(3-chloro-4-methylphenyl)-3-(6-((2-(2,6-dioxopiperidin-3-yl)-1-oxoisoindolin-4-yl)thio)hexyl)urea